N1(CC=CC2=CC=CC=C12)C(=O)[O-] quinoline-1(2H)formate